(+/-)-trans-methyl 3-((5-fluoro-2-(5-fluoro-1-tosyl-1H-pyrrolo[2,3-b]pyridin-3-yl)-6-(phenylethynyl)pyrimidin-4-yl)amino)bicyclo[2.2.2]octane-2-carboxylate FC=1C(=NC(=NC1C#CC1=CC=CC=C1)C1=CN(C2=NC=C(C=C21)F)S(=O)(=O)C2=CC=C(C)C=C2)NC2C(C1CCC2CC1)C(=O)OC